4-(3-(4-Cyclopropyl-3-(trifluoromethyl)phenethyl)-3-(dimethylamino)piperidin-1-yl)-N-(2,4-dimethoxybenzyl)-2,6-difluoro-N-(pyrimidin-4-yl)benzenesulfonamide C1(CC1)C1=C(C=C(CCC2(CN(CCC2)C2=CC(=C(C(=C2)F)S(=O)(=O)N(C2=NC=NC=C2)CC2=C(C=C(C=C2)OC)OC)F)N(C)C)C=C1)C(F)(F)F